tert-butyl (4-(2,5-difluorophenyl)-4-oxobutyl-1,1-d2)carbamate FC1=C(C=C(C=C1)F)C(CCC([2H])([2H])NC(OC(C)(C)C)=O)=O